CC=1NSC2=C(C1)C=CC=C2 methylbenzothiazine